2-[[N-hydroxy(4-pyridyl)carbamoyl]methyl]pentanedioic acid ON(C(=O)CC(C(=O)O)CCC(=O)O)C1=CC=NC=C1